ClC=1C(=CC=2N=CN=C(C2N1)C=1C(=NN(C1)CC(F)F)C1=CC=CC=C1)OC.[O].[Ge].[Si].[Ge] germanium-silicon germanium oxygen 6-chloro-4-(1-(2,2-difluoroethyl)-3-phenyl-1H-pyrazol-4-yl)-7-methoxypyrido[3,2-d]pyrimidine